BrC=1C2(C3=CC=CC=C3C1)CCC(CC2)(C(=O)OC)NC2=CC(=C(C=C2)F)Cl methyl (1s,4s)-2'-bromo-4-(3-chloro-4-fluoroanilino)spiro[cyclohexane-1,1'-indene]-4-carboxylate